C(C)(=O)N1CC=2N(CC1)C(=C(C2C2=CC=NC=C2)C2=CC=C(C=C2)F)C#N 2-acetyl-7-(4-fluorophenyl)-8-(pyridin-4-yl)-1,2,3,4-tetrahydropyrrolo[1,2-a]pyrazine-6-carbonitrile